OCC1=CC=C(C2=C1C=CO2)C#N 4-(hydroxymethyl)benzofuran-7-Nitrile